[N+](=O)([O-])C1=C(C=C(C(=O)O)C=C1)OCC(C(F)(F)F)(F)F 4-nitro-3-(2,2,3,3,3-pentafluoropropoxy)benzoic acid